2,2-Difluoro-N-[rac-(2r,3s,4r)-1-[1-(4-fluorophenyl)-1H-indazol-5-yl]-2-(4-methoxyphenyl)-4-methyl-5-oxo-pyrrolidin-3-yl]-propionamide FC(C(=O)N[C@@H]1[C@H](N(C([C@@H]1C)=O)C=1C=C2C=NN(C2=CC1)C1=CC=C(C=C1)F)C1=CC=C(C=C1)OC)(C)F |r|